C1(CCCCC1)C=1C=C(C(=C(C1)O)C)OC 5-Cyclohexyl-3-methoxy-2-methylphenol